C(C)(C)(C)[Si](C)(C)OC=1C(=C2CC[C@@](OC2=C(C1C)C)(C)CC\C=C(\CCC1OC1(C)C)/C)C tert-butyl-(((2R)-2-((E)-6-(3,3-Dimethyloxiran-2-yl)-4-methylhexan-3-en-1-yl)-2,5,7,8-tetramethylchroman-6-yl)oxy)dimethylsilane